The molecule is a member of the class of 2,5-diketopiperazines that is piperazine substituted by oxo groups at positions 2 and 5, and by a methyl group at position 3. It has a role as a Penicillium metabolite. CC1C(=O)NCC(=O)N1